5-{6-[2-(5-Chloro-7-fluoro-2-methyl-indol-1-yl)-ethylamino]-pyrimidin-4-yl}-3-ethoxy-thiophen ClC=1C=C2C=C(N(C2=C(C1)F)CCNC1=CC(=NC=N1)C1=CC(=CS1)OCC)C